(S)-4-fluoro-1-(4-(4-(2-fluoroethoxy)phenyl)pyrimidin-2-yl)-N-(quinuclidin-3-yl)piperidine-4-carboxamide FC1(CCN(CC1)C1=NC=CC(=N1)C1=CC=C(C=C1)OCCF)C(=O)N[C@@H]1CN2CCC1CC2